(4-(4-methylpiperidin-1-yl)phenyl)-4-(3-phenylisoxazolidin-2-yl)pyrimidin-2-amine CC1CCN(CC1)C1=CC=C(C=C1)C=1C(=NC(=NC1)N)N1OCCC1C1=CC=CC=C1